ClC=1C=C2C(=NN1)NC[C@@]1(N2C[C@@H](C1)N1N=CC=2CN(CCC21)C(=O)OC(C)(C)C)C(F)F tert-butyl 1-((6aR,8R)-2-chloro-6a-(difluoromethyl)-5,6,6a,7,8,9-hexahydropyrrolo[1',2':4,5]pyrazino[2,3-c]pyridazin-8-yl)-1,4,6,7-tetrahydro-5H-pyrazolo[4,3-c]pyridine-5-carboxylate